1-[4-[(3-dimethylaminopropyl)methoxymethylsilyl]phenyl]-1-phenylethylene CN(CCC[SiH](C1=CC=C(C=C1)C(=C)C1=CC=CC=C1)COC)C